C=CC=O methylenedicarbanone